C1(CC1)CNC(=O)C1=NC(=CC=C1)N1CCN(CCC1)C1CCN(CC1)CCC N-(Cyclopropylmethyl)-6-[4-(1-propylpiperidin-4-yl)-1,4-diazepan-1-yl]pyridine-2-carboxamide